Butan-1,4-diyl-1,1,2,2,3,3,4,4-d8-bis(4-methylbenzensulfonat) C(C(C(C([2H])([2H])C1=C(C=CC(=C1)C)S(=O)(=O)[O-])([2H])[2H])([2H])[2H])([2H])([2H])C1=C(C=CC(=C1)C)S(=O)(=O)[O-]